(4-(1-(3-fluorophenyl)azetidin-3-yl)-2,6-dimethylbenzyl)piperidine-4-carboxylic acid FC=1C=C(C=CC1)N1CC(C1)C1=CC(=C(CN2CCC(CC2)C(=O)O)C(=C1)C)C